(R)-N-(5-((2-(2-(azetidin-1-yl)ethyl)-2-methyl-morpholino)methyl)pyridin-2-yl)-5-fluoro-4-(4-fluoro-1-isopropyl-2-methyl-1H-benzo[d]imidazol-6-yl)pyrimidin-2-amine N1(CCC1)CC[C@]1(OCCN(C1)CC=1C=CC(=NC1)NC1=NC=C(C(=N1)C=1C=C(C2=C(N(C(=N2)C)C(C)C)C1)F)F)C